(+/-)-3-methyl-2-[4-methoxy-3-(3-methoxypropoxy)benzyl]-1-butanol CC([C@H](CO)CC1=CC(=C(C=C1)OC)OCCCOC)C |r|